1-((1-(fluoromethyl)cyclopropyl)methyl)-4-methoxy-1H-benzo[D]imidazole-6-carboxylic acid FCC1(CC1)CN1C=NC2=C1C=C(C=C2OC)C(=O)O